(4-acetyl-6-(bis(4-methoxybenzyl)amino)-5-fluoropyridin-3-yl)carbamic acid tert-butyl ester C(C)(C)(C)OC(NC=1C=NC(=C(C1C(C)=O)F)N(CC1=CC=C(C=C1)OC)CC1=CC=C(C=C1)OC)=O